ClC1=C(C=CC=C1F)N[C@H](C(=O)O)CCN(CCCCC1=NC=2NCCCC2C=C1)C (S)-2-((2-chloro-3-fluorophenyl)amino)-4-(methyl(4-(5,6,7,8-tetrahydro-1,8-naphthyridin-2-yl)butyl)amino)butanoic acid